FC=1C=C(C=CC1F)C[C@H](C)C=1N(C=2C(=C3CC[C@@H](N(C3=CC2)C(=O)OC)C)N1)C1CCNCC1 methyl (S)-2-((S)-1-(3,4-difluorophenyl)propan-2-yl)-7-methyl-3-(piperidin-4-yl)-3,7,8,9-tetrahydro-6H-imidazo[4,5-f]quinoline-6-carboxylate